6-aminobenzo[d][1,3]dioxolane-5-carbaldehyde NC=1C(=CC2=C(OCO2)C1)C=O